(3S)-4-(2-chloroethyl)-3-methyl-piperazine-1-carboxylic acid benzyl ester C(C1=CC=CC=C1)OC(=O)N1C[C@@H](N(CC1)CCCl)C